pyrazin-3-ium bromide [Br-].N1=C[CH2+]=NC=C1